C1(CC1)C1=CC(=NN1)NC(CC=1C=NN(C1)C1=NC(=CC=C1)C)=O N-(5-cyclopropyl-1H-pyrazol-3-yl)-2-(1-(6-methyl-pyridin-2-yl)-1H-pyrazol-4-yl)acetamide